[[3-chloro-5-(2,7-dimethyl-9-anthracenyl)-1,6-dihydro-1-methyl-6-oxo-4-pyridazinyl]oxy]methyl methyl carbonate C(OCOC=1C(=NN(C(C1C=1C2=CC(=CC=C2C=C2C=CC(=CC12)C)C)=O)C)Cl)(OC)=O